FC1=CC=C(CCC(=O)NC(=O)C2(NCCC2)COCC2=CC=CC=C2)C=C1 N-(4-fluorobenzylacetyl)-2-benzyloxymethyl-pyrrolidine-2-carboxamide